4-(1-(4-carboxyphenyl)-5-(3,5-dimethylisoxazol-4-yl)-1H-pyrrolo[2,3-b]pyridin-3-yl)-3-(trifluoromethoxy)benzoic acid C(=O)(O)C1=CC=C(C=C1)N1C=C(C=2C1=NC=C(C2)C=2C(=NOC2C)C)C2=C(C=C(C(=O)O)C=C2)OC(F)(F)F